2-[[(2R)-2-[(E)-5,8-dioxooct-6-enoyl]oxy-3-hexadecanoyloxypropoxy]-hydroxyphosphoryl]oxyethyl-trimethylammonium O=C(CCCC(=O)O[C@@H](COP(=O)(O)OCC[N+](C)(C)C)COC(CCCCCCCCCCCCCCC)=O)\C=C\C=O